Cl.CN([C@@H]1C[C@@H](CC1)N)C1=CC=C(C=C1)C(F)(F)F (1S,3R)-N1-methyl-N1-(4-(trifluoromethyl)phenyl)cyclopentane-1,3-diamine hydrochloride